C1(CCCC1)N1[C@@H](C(N(C=2C=NC(=NC12)NC1=C(C=C(C(=O)NCCOCCOCCN(C/C=C/C(=O)OC)C)C=C1)OC)C)=O)CC methyl (E)-4-[2-[2-[2-[[4-[[(7R)-8-cyclopentyl-7-ethyl-5-methyl-6-oxo-7H-pteridin-2-yl]amino]-3-methoxybenzoyl]amino]ethoxy]ethoxy]ethyl-methyl-amino]but-2-enoate